(3,9-diazaspiro[5.5]undecan-3,9-diyl)bis((6-(phenylamino)pyridin-2-yl)methanone) C1CN(CCC12CCN(CC2)C(=O)C2=NC(=CC=C2)NC2=CC=CC=C2)C(=O)C2=NC(=CC=C2)NC2=CC=CC=C2